CN(C)C=C1C(CC(CC1=O)C1=CC=NC=C1)=O 2-((dimethylamino)methylene)-5-(pyridin-4-yl)cyclohexane-1,3-dione